tert-butyl (S)-4-diazo-3-oxo-1-((S)-2-oxopyrrolidin-3-yl)butan-2-ylcarbamate [N+](=[N-])=CC([C@H](C[C@H]1C(NCC1)=O)NC(OC(C)(C)C)=O)=O